Br/C(=C(/CCCCC)\Cl)/I (E)-1-bromo-2-chloro-1-iodohept-1-ene